(S)-2-((tert-Butoxycarbonyl)amino)-3-(2-methylpyridin-4-yl)propanoic acid C(C)(C)(C)OC(=O)N[C@H](C(=O)O)CC1=CC(=NC=C1)C